α-methyl-naphthalene CC1=CC=CC2=CC=CC=C12